C(C)(C)N1N=NC=2CCC=3C=NC(=NC3C21)NC2CCN(CC2)S(=O)(=O)C 1-isopropyl-N-(1-(methylsulfonyl)piperidin-4-yl)-4,5-dihydro-1H-[1,2,3]triazolo[4,5-H]quinazolin-8-amine